O=C1OC[C@@H](N1)C(=O)O (R)-2-oxooxazolidine-4-carboxylic acid